BrC=1C(=C(C(=O)O)C=CC1F)F 3-bromo-2,4-difluorobenzoic acid